OC1=CC=C(C=C1)C1=CC(=NC(=C1)C1=NC=CC=C1)C1=NC=CC=C1 4'-(4-hydroxyphenyl)-2,2':6',2''-terpyridine